C1(=CC=CC2=CC=CC=C12)[C@@H](C)N1CCC(CC1)N[C@@H](C(=O)NCC(=O)NC/C=C/C(=O)OC)C methyl (E)-4-(2-((R)-2-((1-((R)-1-(naphthalen-1-yl)ethyl)piperidin-4-yl)amino)propanamido)acetamido)but-2-enoate